6-{[2-(1-methylpyrazol-4-yl)-4-pyridyl]oxy}-2-(3-pyridylmethyl)-3H-quinazolin-4-one CN1N=CC(=C1)C1=NC=CC(=C1)OC=1C=C2C(NC(=NC2=CC1)CC=1C=NC=CC1)=O